(1R)-(-)-thiochroman S1CCCC2=CC=CC=C12